C(#CCC)C1=C2C=NNC2=C(C=C1)C(=O)OC methyl 4-(butan-1-yn-1-yl)-1H-indazole-7-carboxylate